(cis)-tert-butyl 4-(2-(tert-butoxy)-2-oxoethyl)-3,3-difluorohexa-hydropyrrolo[3,2-b]pyrrole-1(2H)-carboxylate C(C)(C)(C)OC(CN1CC[C@@H]2N(CC([C@@H]21)(F)F)C(=O)OC(C)(C)C)=O